C(C)N1C=C(C(C2=CC(=C(C=C12)N1CCN(CC1)C)F)=O)C(=O)O 1-ethyl-6-fluoro-7-(4-methylpiperazinyl)-4-oxo-1,4-dihydroquinoline-3-carboxylic acid